B([O-])(O)O.O=C(C(=O)O)C(C)C1=CC=CC=C1.O=C(C(=O)O)C(C)C1=CC=CC=C1.[Li+] lithium bis(2-oxo-(3-phenyl) butanoate) borate